C(#N)C1CC2(C1)C[C@H](N(CC2)CC2=C1C=CNC1=C(C=C2C2CC2)C)C2=CC=C(C(=O)NC1(CCC1)C(=O)O)C=C2 1-(4-((2S,4r,6S)-2-cyano-7-((5-cyclopropyl-7-methyl-1H-indol-4-yl)methyl)-7-azaspiro[3.5]nonan-6-yl)benzamido)cyclobutane-1-carboxylic acid